2-[1-[6-Methyl-2-(1-methyl-2-oxo-3H-pyrrolo[2,3-b]pyridin-6-yl)-4-oxo-chromen-8-yl]ethylamino]benzoic acid CC=1C=C2C(C=C(OC2=C(C1)C(C)NC1=C(C(=O)O)C=CC=C1)C1=CC=C2C(=N1)N(C(C2)=O)C)=O